ClC=1N=CC2=C(N1)N(C(=C2)C(=O)N(C)C)C2CCCC2 2-chloro-7-cyclopentyl-N,N-dimethyl-pyrrolo[2,3-d]pyrimidine-6-carboxamide